C1(CCC1)C1=CN=C(S1)NC1=CC(=NC(=N1)CC)OCCNC([C@H](C)N(C(C=C)=O)C)=O (2S)-N-[2-[6-[(5-cyclobutylthiazol-2-yl)amino]-2-ethyl-pyrimidin-4-yl]oxyethyl]-2-[methyl(prop-2-enoyl)amino]propanamide